2,4-dimethyl-3-(2-(methylamino)-[1,2,4]triazolo[4',3':1,6]pyrido[2,3-d]pyrimidin-6-yl)phenol CC1=C(C=CC(=C1C1=CC2=C(N=C(N=C2)NC)N2C1=NN=C2)C)O